CN1N=CC(=C1)C1=CC=2C(=NC=C(C2)C(=O)NC=2C(=NC=C(C2)NC(CN2[C@H](CCC2)C)=O)C)N1 (S)-2-(1-methyl-1H-pyrazol-4-yl)-N-(2-methyl-5-(2-(2-methylpyrrolidin-1-yl)acetamido)pyridin-3-yl)-1H-pyrrolo[2,3-b]pyridine-5-carboxamide